OCC(=C(C(=O)N)CO)CO tris(hydroxymethyl)-acrylamide